NC(C(=O)NCC1=CC=C(C=C1)OC)CC1=C(C=CC=C1)F 2-amino-3-(2-fluorophenyl)-N-(4-methoxybenzyl)propionamide